BrC=1C=C(C=CC1)C=1OC(=CN1)C(=O)O 2-(3-bromophenyl)oxazole-5-carboxylic acid